C(C(C)C)(=O)O[C@@H]1[C@H](O[C@H]([C@@]12CCS2)N2C(NC(C=C2)=O)=O)COC(C(C)C)=O (4R,5R,7R,8R)-5-(2,4-dioxo-3,4-dihydropyrimidin-1(2H)-yl)-7-((isobutyryloxy) methyl)-6-oxa-1-thiaspiro[3.4]oct-8-yl isobutyrate